C(C)(C)(C)OC(=O)N[C@H](C(=O)OC(C)(C)C)CCC(C)(F)F tertbutyl (S)-2-((tert-butoxycarbonyl)amino)-5,5-difluorohexanoate